NC(CC(=O)O)C1=CN=C(C2=CC=CC=C12)OC 3-Amino-3-(1-methoxyisoquinolin-4-yl)propionic acid